(E)-4-[6-({bicyclo[1.1.1]pent-1-yl}sulfamoyl)-2,4-dioxo-1H-quinazolin-3-yl]but-2-enamide C12(CC(C1)C2)NS(=O)(=O)C=2C=C1C(N(C(NC1=CC2)=O)C/C=C/C(=O)N)=O